FC1=C(C=CC(=C1)[Ge](C)(C)C)C1=CC=NC=C1 4-(2-fluoro-4-(trimethylgermyl)phenyl)pyridine